tert-butyl (6-fluoro-5-(2-(((1r,3r)-3-(4-fluoro-3-(trifluoromethyl)phenoxy)cyclobutyl)amino)-2-oxoethyl)isoquinolin-3-yl)carbamate FC=1C(=C2C=C(N=CC2=CC1)NC(OC(C)(C)C)=O)CC(=O)NC1CC(C1)OC1=CC(=C(C=C1)F)C(F)(F)F